N=1N=CN(C1)C1=CC=C(C=C1)O 4-(4H-1,2,4-triazol-4-yl)phenol